BrC1=CC(=C(C=C1OCOC)C=1C=NN(C1)C1OCCCC1)F 4-[4-bromo-2-fluoro-5-(methoxymethoxy)phenyl]-1-(oxan-2-yl)pyrazole